(2S)-2-[({[(2R,3S,5R)-5-(5-chloro-2,4-dioxo-3H-pyrimidin-1-yl)-3-iodooxolan-2-yl]oxy}methyl(phenoxy)phosphoryl)amino]propanoate ClC=1C(NC(N(C1)[C@H]1C[C@@H]([C@H](O1)OCP(=O)(OC1=CC=CC=C1)N[C@H](C(=O)[O-])C)I)=O)=O